(1S,2S,3S,6R)-4-(fluoromethyl)-6-((4-isobutoxyphenethyl)amino)cyclohex-4-ene-1,2,3-triol FCC=1[C@@H]([C@@H]([C@H]([C@@H](C1)NCCC1=CC=C(C=C1)OCC(C)C)O)O)O